COCC=1C=C(C=CC1)B(O)O 3-(methoxymethyl)phenylboronic acid